5-fluoro-2-methyl-4H-chromen-4-one FC1=C2C(C=C(OC2=CC=C1)C)=O